m-Cresyl carbonate C(OC1=CC(=CC=C1)C)([O-])=O